4-(3,5-difluorobenzyl)-2-methyl-3,4-dihydro-2H-benzo[b][1,4]thiazine-6-carboxylic acid FC=1C=C(CN2C3=C(SC(C2)C)C=CC(=C3)C(=O)O)C=C(C1)F